ClC=1C(=NC=NC1C1=C(C(=CC=C1)C1=NC(=C(C=C1)CNC1CC(C1)O)OC)Cl)C1=CC(=C(CN2CC3(C2)CNC(C3)=O)C=C1)OC 2-(4-(5-Chloro-6-(2-chloro-3-(5-((((1r,3r)-3-hydroxycyclobutyl)amino)methyl)-6-methoxypyridin-2-yl)phenyl)pyrimidin-4-yl)-2-methoxybenzyl)-2,6-diazaspiro[3.4]octan-7-one